Phosphorous acid, triethyl ester P(OCC)(OCC)OCC